C(C)OCCN1N=CC(=C1)NC=1SC=C(N1)C1=C(C=C(C=C1)N1C(NCC1)=O)C 1-(4-{2-[1-(2-Ethoxy-ethyl)-1H-pyrazol-4-ylamino]-thiazol-4-yl}-3-methyl-phenyl)-imidazolidin-2-one